2'''-(1,2-ethanediyldinitrilo)tetrakis[ethanol] neodecanoate C(CCCCCC(C)(C)C)(=O)OCCN(CCN(CCO)CCO)CCO